N1(CCOCC1)NC(=O)C1=CC2=C(N(C(=N2)NC=2SC3=C(N2)C=CC(=C3)Cl)C)C=C1 2-(6-Chloro-benzothiazol-2-ylamino)-1-methyl-1H-benzoimidazole-5-carboxylic acid morpholin-4-ylamide